ClC1=C2C(N(C(NC2=C(C=C1)S(=O)(=O)C1=CC=C2C=NN(C2=C1)CCF)=O)O)=O 5-chloro-8-((1-(2-fluoroethyl)-1H-indazol-6-yl)sulfonyl)-3-hydroxyquinazoline-2,4(1H,3H)-dione